2-hydroxypropionyl-hydroxy-2-methylpropyl-methylbenzamide OC(C(=O)C=1C(=C(C(=C(C(=O)N)C1)C)CC(C)C)O)C